(S)-N-[(R)-[1-[(4R)-2,2-dimethyl-1,3-dioxolane-4-carbonyl]piperidin-4-yl](3-methoxynaphthalen-2-yl)methyl]-2-methylpropane-2-sulfinamide CC1(OC[C@@H](O1)C(=O)N1CCC(CC1)[C@@H](N[S@@](=O)C(C)(C)C)C1=CC2=CC=CC=C2C=C1OC)C